3-methyl-4-pentyl-3-(pyrazin-2-yl)-[1,1'-biphenyl]-2,6-diol CC1(C(C(=C(C=C1CCCCC)O)C1=CC=CC=C1)O)C1=NC=CN=C1